ClC=1C2=CN(N=C2C(=C(C1)C1=CC=C(C=C1)N1CCN(CC1)C(=O)OC(C)(C)C)OC)C(C(=O)OCC)C1=C2N(C=N1)C[C@@H](C2)F tert-butyl 4-(4-(4-chloro-2-(2-ethoxy-1-((R)-6-fluoro-6,7-dihydro-5H-pyrrolo[1,2-c]imidazol-1-yl)-2-oxoethyl)-7-methoxy-2H-indazol-6-yl)phenyl)piperazine-1-carboxylate